BrC1=C(C=C(C=C1)NC1=NC=C(C(=N1)N[C@@H]1COCC[C@H]1C#N)C)CO[Si](C)(C)C(C)(C)C (trans)-3-((2-((4-bromo-3-(((tert-butyldimethylsilyl)oxy)methyl)phenyl)amino)-5-methylpyrimidin-4-yl)amino)tetrahydro-2H-pyran-4-carbonitrile